C(C)(C)(C)NC1=NC2=CC=C(N=C2C(=C1)C)C1=NSC=C1 N-tert-butyl-6-isothiazol-3-yl-4-methyl-1,5-naphthyridin-2-amine